1-((5-(2,5-dioxo-2,5-dihydro-1H-pyrrol-1-yl)pyridin-2-yl)amino)-3,6,9,12-tetraoxapentadecan-15-oic acid O=C1N(C(C=C1)=O)C=1C=CC(=NC1)NCCOCCOCCOCCOCCC(=O)O